C(=C)N1C=[N+](C=C1)C 1-vinyl-3-methyl-imidazolium